C(C)(C)(C(C)C)O thexyl alcohol